O[C@@H]1C[C@H](CC1)NC1=NC(=CC(=N1)C=1C=C(C=CC1C)NC(=O)N1C[C@@H](CC1)CC(F)(F)F)N1CCOCC1 (3S)-N-[3-(2-[[(trans)-3-hydroxycyclopentyl]amino]-6-(morpholin-4-yl)pyrimidin-4-yl)-4-methylphenyl]-3-(2,2,2-trifluoroethyl)pyrrolidine-1-carboxamide